4-(3-fluoro-4-methylphenyl)-1H-pyrrole-2-carboxamide FC=1C=C(C=CC1C)C=1C=C(NC1)C(=O)N